isopropyl-propane C(C)(C)CCC